2-propylphenol C(CC)C1=C(C=CC=C1)O